1-[4-[1-amino-1-(4,5-dichloro-2-hydroxyphenyl)ethyl]piperidin-1-yl]ethan-1-one NC(C)(C1=C(C=C(C(=C1)Cl)Cl)O)C1CCN(CC1)C(C)=O